[Co].[Pd].ClC=1C=C(C=CC1)[C@@H]1[C@H](C1)C(=O)NC1=NC=CC(=C1)NCC=1N=C2N(C=C(C=C2C#N)C2CC2)C1 |r| rac-(1S*,2S*)-2-(3-chlorophenyl)-N-(4-(((8-cyano-6-cyclopropylimidazo[1,2-a]pyridin-2-yl)methyl)amino)pyridin-2-yl)cyclopropane-1-carboxamide Palladium-Cobalt